3-[4-[4-[4-[(2,6-dioxo-3-piperidyl)amino]phenyl]-1-piperidyl]-1-piperidyl]propanoic acid O=C1NC(CCC1NC1=CC=C(C=C1)C1CCN(CC1)C1CCN(CC1)CCC(=O)O)=O